FC(C(=O)N1CCC2(CC1)CCN(CC2)C2=C(C=C(C(=C2)OC)[N+](=O)[O-])C=2C=NN(C2)C)(F)F 2,2,2-Trifluoro-1-(9-(5-methoxy-2-(1-methyl-1H-pyrazol-4-yl)-4-nitrobenzeneyl)-3,9-diazaspiro[5.5]undecan-3-yl)ethan-1-one